ClC1=C(C=C(C=C1)S(=O)(=O)NC=1C(=NC=C(C1)C)OC=1N=CC(=NC1)NC(C=C)=O)C(F)(F)F N-(5-((3-((4-chloro-3-(trifluoromethyl)phenyl)sulfonamido)-5-methylpyridin-2-yl)oxy)pyrazin-2-yl)acrylamide